O1CCN(CC1)C=1C2=C(N=C(N1)C=1C=C(C=CC1)NC(C1=CN=CC=C1)=O)C=C(S2)C=2C=NC=CC2 N-(3-(4-morpholino-6-(pyridin-3-yl)thieno[3,2-d]pyrimidin-2-yl)phenyl)nicotinamide